FC=1C=C(C=2C(CCCC2C1)=O)OS(=O)(=O)C(F)(F)F trifluoromethanesulfonic acid 3-fluoro-8-oxo-6,7-dihydro-5H-naphthalen-1-yl ester